C(C)(C)(C)OC(=O)N1[C@H]2C(N[C@@H]([C@@H]1CC2)C(=C)C)=O (1R,4R,5S)-2-oxo-4-(prop-1-en-2-yl)-3,8-diazabicyclo[3.2.1]octane-8-carboxylic acid tert-butyl ester